ClC1(C(C(C(C(C(C(C(C(C(C(C(C(C(C1(Cl)Cl)(Cl)Cl)(Cl)Cl)(Cl)Cl)(Cl)Cl)(Cl)Cl)(Cl)Cl)(Cl)Cl)(Cl)Cl)(Cl)Cl)(Cl)Cl)(Cl)Cl)(Cl)Cl)(Cl)Cl)Cl perchlorocyclopentadecane